NC1=NN2C(N=C(C=C2)C=2C=C3CN(C(C3=C(C2)C)=O)[C@@H](C)C2CC2)=C1C(=O)NC1CCC(CC1)(C)O 2-amino-5-{2-[(1S)-1-cyclopropylethyl]-7-methyl-1-oxo-2,3-dihydro-1H-isoindol-5-yl}-N-[cis-4-hydroxy-4-methylcyclohexyl]pyrazolo[1,5-a]pyrimidine-3-carboxamide